3-((4-((2-ethyl-4-(6-methylpyridin-2-yl)thiazol-5-yl)oxy)pyridin-2-yl)amino)benzoic acid C(C)C=1SC(=C(N1)C1=NC(=CC=C1)C)OC1=CC(=NC=C1)NC=1C=C(C(=O)O)C=CC1